tert-Butyl 4-(1-(3-cyano-6-(6-(hydroxymethyl)-1-oxa-8-azaspiro[4.5]decan-8-yl)-2-(trifluoromethyl)pyridin-4-yl)azetidin-3-yl)piperazine-1-carboxylate C(#N)C=1C(=NC(=CC1N1CC(C1)N1CCN(CC1)C(=O)OC(C)(C)C)N1CC(C2(CCCO2)CC1)CO)C(F)(F)F